4-((2,6-difluoro-4-(3-methylureido)benzyl)oxy)phenyl sulfurofluoridate S(OC1=CC=C(C=C1)OCC1=C(C=C(C=C1F)NC(=O)NC)F)(=O)(=O)F